4-((2S,4R)-4-((3,3-difluorocyclobutyl)amino)-1-((5-methoxy-7-methyl-1H-indol-4-yl)methyl)piperidin-2-yl)benzoic acid FC1(CC(C1)N[C@H]1C[C@H](N(CC1)CC1=C2C=CNC2=C(C=C1OC)C)C1=CC=C(C(=O)O)C=C1)F